O=C1C(NC2=CC=CC=C12)=O oxoindolone